C(CCC)C1(NC=NC(=N1)C1=CC=C(C=C1)F)CCCC 4,4-dibutyl-6-p-fluorophenyl-1,3,5-triazine